5-(4-methylpiperazin-1-yl)pentanamide CN1CCN(CC1)CCCCC(=O)N